NC=1C(NC2=CC(=CC(=C2C1)Br)C)=O 3-amino-5-bromo-7-methyl-1H-quinolin-2-one